5-methyl-4,5,6,7-tetrahydro[1,3]thiazolo[5,4-c]pyridine CN1CC2=C(CC1)N=CS2